CC(=O)C1=CC(OC)=C(O)C=C1 AcetoVanillone